CN(C/C=C/C(=O)OC)CCOCCOCCOS(=O)(=O)C1=CC=C(C)C=C1 (E)-methyl 4-(methyl(2-(2-(2-(tosyloxy)ethoxy)ethoxy)ethyl)amino)but-2-enoate